C(C1=CC=CC=C1)C1(CC(=NO1)COCC1=CC=C(C=C1)OC)C(=O)O 5-benzyl-3-(((4-methoxybenzyl)oxy)methyl)-4,5-dihydroisoxazole-5-carboxylic acid